N,N-dimethyl-1,4-oxaazepine-2-carboxamide hydrochloride Cl.CN(C(=O)C=1OC=CC=NC1)C